N-(3,4-dibromophenyl)methyl-7-phenyl-6-heptynyl-amide BrC=1C=C(C=CC1Br)C[N-]CCCCCC#CC1=CC=CC=C1